FC(C(=O)O)(F)F.C(CC)(=O)N propanamide 2,2,2-trifluoroacetate